(2-bromoethoxy)-(tert-butyl)dimethylsilane BrCCO[Si](C)(C)C(C)(C)C